S1C(=NC2=C1C=CC=C2)CC2OC1=C(O2)C=CC=C1C1CCN(CC1)CC1=NC2=C(N1C[C@H]1OCC1)C=C(C=C2)C(=O)OC Methyl 2-((4-(2-(benzo[d]thiazol-2-ylmethyl) benzo[d][1,3]dioxolan-4-yl) piperidin-1-yl) methyl)-1-(((S)-oxetan-2-yl) methyl)-1H-benzo[d]imidazole-6-carboxylate